FC1(C(CNCC1)NC(=O)C1=C(C=C2C=CC(=CN12)OCC1=C(C=CC=C1)F)C)F N-(4,4-difluoropiperidin-3-yl)-6-[(2-fluorophenyl)methoxy]-2-methylindolizine-3-carboxamide